2-(3,3,3-trifluoropropyl)-2H-1,2,3-triazole-4-carboxylic acid methyl ester COC(=O)C1=NN(N=C1)CCC(F)(F)F